(3,5-dichlorophenyl)methanamine ClC=1C=C(C=C(C1)Cl)CN